(2-Amino-4-methoxypyridin-3-yl)methanol NC1=NC=CC(=C1CO)OC